C(C)OC(=O)C=1OC2=C(C1)C=CC(=C2)S(NC=2C(=NC=C(C2)Cl)N2CCCCC2)(=O)=O 6-(N-(5-chloro-2-(piperidin-1-yl)pyridin-3-yl)sulfamoyl)benzofuran-2-carboxylic acid ethyl ester